O=C1CC(N1)C(=O)OCC1(CC=CC=C1)[Si](C)(C)C(C)(C)C 1-[tert-butyl (dimethyl) silyl]Benzyl 4-oxo-azetidine-2-carboxylate